NC([C@H](CCC(=O)OC(C)(C)C)N1C(C2=CC=C(C(=C2C1)F)C[C@H]1OCCC[C@@H]1NC(C)CCC(F)F)=O)=O tert-butyl (4S)-5-amino-4-(5-(((2R,3S)-3-((5,5-difluoropentan-2-yl)amino)tetrahydro-2H-pyran-2-yl)methyl)-4-fluoro-1-oxoisoindolin-2-yl)-5-oxopentanoate